2-((1,4-dimethyl-1H-pyrazol-3-yl)methyl)-6-(phenylsulfonyl)phthalazin-1(2H)-one CN1N=C(C(=C1)C)CN1C(C2=CC=C(C=C2C=N1)S(=O)(=O)C1=CC=CC=C1)=O